ClC1=C(C=C(C=C1)C1=C(C2=C(CCC1)C(=C(C=C2)O)F)C2=CC=C(C=C2)O[C@@H]2CN(CC2)CCCF)C 6-(4-chloro-3-methyl-phenyl)-1-fluoro-5-[4-[(3S)-1-(3-fluoropropyl)pyrrolidin-3-yl]oxyphenyl]-8,9-dihydro-7H-benzo[7]annulen-2-ol